FC=1C=C(COC=2C=C3N(C(N2)=O)C[C@H]2N3CCC2)C=C(C1CCCF)F (S)-3-((3,5-difluoro-4-(3-fluoropropyl)benzyl)oxy)-7,8,8a,9-tetrahydropyrrolo[1',2':3,4]imidazo[1,2-c]pyrimidin-1(6H)-one